N-(2,4-dimethyl-pyridin-3-yl)-2-((6-(4-(2-hydroxyethyl)piperazin-1-yl)-2-methylpyrimidin-4-yl)amino)thiazole-5-carboxamide CC1=NC=CC(=C1NC(=O)C1=CN=C(S1)NC1=NC(=NC(=C1)N1CCN(CC1)CCO)C)C